BrC1=C(C(=C(N)C=C1F)OC)F 4-bromo-3,5-difluoro-2-methoxyaniline